4-[4-amino-7-(3-hydroxy-3-methylbut-1-ynyl)-1-methyl-2-{2-methyl-4-[(2-methylacryloylamino)]phenyl}pyrrolo[3,2-c]pyridin-3-yl]-2-methoxy-N-(2,2,2-trifluoroethyl)benzamide NC1=NC=C(C2=C1C(=C(N2C)C2=C(C=C(C=C2)NC(C(=C)C)=O)C)C2=CC(=C(C(=O)NCC(F)(F)F)C=C2)OC)C#CC(C)(C)O